C(C)(C)(CC)CC(C(=O)O[O-])(C)C tertamylperoxypivalate